3-cyano-4-(1-hydroxyethyl)-N,N-dimethyl-5-(2-methyl-1H-benzimidazol-5-yl)benzamide C(#N)C=1C=C(C(=O)N(C)C)C=C(C1C(C)O)C1=CC2=C(NC(=N2)C)C=C1